1-(4-chlorobenzyl)-3-(6-((6-methylpyridin-3-yl)methyl)spiro[3.3]heptan-2-yl)urea ClC1=CC=C(CNC(=O)NC2CC3(C2)CC(C3)CC=3C=NC(=CC3)C)C=C1